4-((2-cyano-4-fluorophenyl)thio)-6-(6-morpholinopyridin-3-yl)pyrazolo[1,5-a]pyridine-3-carbonitrile C(#N)C1=C(C=CC(=C1)F)SC=1C=2N(C=C(C1)C=1C=NC(=CC1)N1CCOCC1)N=CC2C#N